bis(3-allyl-4-hydroxyphenyl) sulfone C(C=C)C=1C=C(C=CC1O)S(=O)(=O)C1=CC(=C(C=C1)O)CC=C